CC=1N=NC=C(C1C(C)=O)C (3,5-dimethylpyridazin-4-yl)ethanone